N-(3-fluoropropyl)-2-(4-methoxyphenyl)imidazo[1,2-a]pyridin-7-amine FCCCNC1=CC=2N(C=C1)C=C(N2)C2=CC=C(C=C2)OC